2-(7-fluoroimidazo[1,2-a]pyridin-2-yl)acetic acid hydrochloride Cl.FC1=CC=2N(C=C1)C=C(N2)CC(=O)O